OC1=C(OC2=CC(=CC(=C2C1=O)O)OC)C1=C(C(=C(C=C1)O)O)OC 3,5,3',4'-tetrahydroxy-7,2'-dimethoxyflavone